2-(4-(benzyloxy)phenyl)-6,7-dihydro-3H-imidazo[4,5-c]pyridine-5(4H)-carboxylic acid tert-butyl ester C(C)(C)(C)OC(=O)N1CC2=C(CC1)N=C(N2)C2=CC=C(C=C2)OCC2=CC=CC=C2